C(C)(C)(C)OC(=O)NC1=CC=C(C(=N1)N1N=CC(=C1C(F)(F)F)C(=O)OCC)C ethyl 1-(6-((tert-butoxycarbonyl) amino)-3-methylpyridin-2-yl)-5-(trifluoromethyl)-1H-pyrazole-4-carboxylate